benzyl 4-(1,4-dioxaspiro[4.5]decan-8-yl)piperazine-1-carboxylate O1CCOC12CCC(CC2)N2CCN(CC2)C(=O)OCC2=CC=CC=C2